3-(2-amino-ethylamino)propyl-methyl-dimethoxysilane NCCNCCC[Si](OC)(OC)C